(S)-4-(2,2,2-trichloroethyl) 1-(1-(4-(trifluoromethyl)phenyl)ethyl) 2-methylenesuccinate C=C(C(=O)O[C@@H](C)C1=CC=C(C=C1)C(F)(F)F)CC(=O)OCC(Cl)(Cl)Cl